O=C1C2(CC(C(N1)=O)C2)N2C(C1=CC=C(C=C1C2=O)NC(OC2=CC=CC=C2)=O)=O phenyl (2-(2,4-dioxo-3-azabicyclo[3.1.1]heptan-1-yl)-1,3-dioxoisoindolin-5-yl)carbamate